C(CCC)OC=1C=CC(=NC1)CC(C(=O)O)N1CCN(CCN(CCN(CC1)CC(=O)[O-])CC(=O)[O-])CC(=O)[O-].[Gd+3] gadolinium 2,2',2''-{10-[2-(5-butoxypyridin-2-yl)-1-carboxyethyl]-1,4,7,10-tetraazacyclododecane-1,4,7-triyl}triacetate